(S)-6-(Dimethylamino)-N-(4-(2-fluoroacetimidamido)-1-(5-(3-fluorophenyl)oxazol-2-yl)butyl)-2-naphthamide hydrochloride Cl.CN(C=1C=C2C=CC(=CC2=CC1)C(=O)N[C@@H](CCCNC(CF)=N)C=1OC(=CN1)C1=CC(=CC=C1)F)C